NCC1=C(C=CC=C1)C=1C=CC(=C2CC([C@H](C12)O)(F)F)[C@H]1CC[C@@H](C=2C=C(C=C(C12)C#N)F)F (5S,8R)-8-[(1S)-7-[2-(aminomethyl)phenyl]-2,2-difluoro-1-hydroxy-2,3-dihydro-1H-inden-4-yl]-3,5-difluoro-5,6,7,8-tetrahydronaphthalene-1-carbonitrile